C(C)OC(=O)C1(C(N(C2=CC=C(C=C12)Br)C)=O)C 5-bromo-1,3-dimethyl-2-oxoindoline-3-carboxylic acid ethyl ester